3-nitro-4-chloro-5-bromopyridine [N+](=O)([O-])C=1C=NC=C(C1Cl)Br